N-hexyloxymethyl-acrylamide C(CCCCC)OCNC(C=C)=O